BrC1=CN(C2=C(C=CC=C12)C1=NC=CC=N1)C(=O)OC(C)(C)C tert-butyl 3-bromo-7-(pyrimidin-2-yl)-1H-indole-1-carboxylate